COC1=C(CNC2=NC=3C(=CC=CC3C=3N2N=C(N3)[C@H]3N(CC(C3)(F)F)C(=O)OC(C)(C)C)OC)C=CC(=C1)OC tert-butyl (S)-2-(5-((2,4-dimethoxybenzyl)amino)-7-methoxy-[1,2,4]triazolo[1,5-c]quinazolin-2-yl)-4,4-difluoropyrrolidine-1-carboxylate